NOO amino-hydroxyl alcohol